tetrabutylphosphonium n-octanoate C(CCCCCCC)(=O)[O-].C(CCC)[P+](CCCC)(CCCC)CCCC